(S)-4-(((S)-2-fluoro-3-methoxypropyl)(4-(5,6,7,8-tetrahydro-1,8-naphthyridin-2-yl)butyl)amino)-2-(nicotinamido)butanoic acid F[C@@H](CN(CC[C@@H](C(=O)O)NC(C1=CN=CC=C1)=O)CCCCC1=NC=2NCCCC2C=C1)COC